O1C(C1)CN(CC)CC1OC1 N,N-bis(oxiran-2-ylmethyl)ethanamine